FC(C1=CC=C(C=C1)C1=CC=2N(C(=N1)CNC(C=C)=O)C=CN2)(F)F N-((7-(4-(Trifluoromethyl)phenyl)imidazo[1,2-c]pyrimidin-5-yl)methyl)acrylamide